6-chloro-4-(5-(p-toluenesulfonyloxy)pentyl)nicotinic acid tert-butyl ester C(C)(C)(C)OC(C1=CN=C(C=C1CCCCCOS(=O)(=O)C1=CC=C(C)C=C1)Cl)=O